C(C)(C)C1=C(NC2=CC=C(C=C12)C1CCN(CC1)CC=1SC=CN1)C=1C=C(C=2N(C1)N=CN2)C 2-((4-(3-isopropyl-2-(8-methyl-[1,2,4]triazolo[1,5-a]pyridin-6-yl)-1H-indol-5-yl)piperidin-1-yl)methyl)thiazole